FC(C[C@@H](C)O)(C)F (R)-4,4-difluoropentan-2-ol